The molecule is an oxo dicarboxylic acid that is 6-oxohepta-2,4-dienedioic acid substituted at position 4 by a nitro group. It is a C-nitro compound, an oxo dicarboxylic acid and a ketone. It is a conjugate acid of a 4-nitro-6-oxohepta-2,4-dienedioate. C(=C/C(=O)O)\\C(=C/C(=O)C(=O)O)\\[N+](=O)[O-]